(phenylsulfinyl)pyrido[3,4-d]pyridazin-4(3H)-one C1(=CC=CC=C1)S(=O)C=1C2=C(C(NN1)=O)C=NC=C2